FC1(CCN(CC1)C1=NC2=CC(=C(C=C2C(=N1)NC1(C[C@H](O[C@H](C1)C)C)N(C)C)OC)OCCCN1CCCC1)F (2R,4r,6S)-N-(2-(4,4-difluoropiperidin-1-yl)-6-methoxy-7-(3-(pyrrolidin-1-yl)propoxy)quinazolin-4-yl)-N',N',2,6-tetramethyltetrahydro-4H-pyran-4,4-diamine